2-[[2-[[(4RS)-4-(2-chlorophenyl)-3-(ethoxycarbonyl)-5-(methoxycarbonyl)-6-methyl-1,4-dihydropyridin-2-yl]methoxy]ethyl]carbamoyl]benzoic acid ClC1=C(C=CC=C1)[C@H]1C(=C(NC(=C1C(=O)OC)C)COCCNC(=O)C1=C(C(=O)O)C=CC=C1)C(=O)OCC |r|